Cl.N[C@H]1[C@H](CCC1)NC(=O)C1=CN(CCS1)C=1C2=C(N=CN1)NC=C2C N-((1S,2R)-2-aminocyclopentyl)-4-(5-methyl-7H-pyrrolo[2,3-d]pyrimidin-4-yl)-3,4-dihydro-2H-1,4-thiazine-6-carboxamide hydrochloride